5-amino-3-(4-chloro-2,3-difluoro-phenyl)-1-tetrahydropyran-4-yl-pyrazole-4-carbonitrile NC1=C(C(=NN1C1CCOCC1)C1=C(C(=C(C=C1)Cl)F)F)C#N